tert-butyl 3-(7,7-dimethyl-5-oxo-6,7-dihydro-5H-pyrrolo[3,4-b]pyridin-2-yl)-7-methyl-1H-indole-1-carboxylate CC1(NC(C=2C1=NC(=CC2)C2=CN(C1=C(C=CC=C21)C)C(=O)OC(C)(C)C)=O)C